BrC=1C=C2C=C(C(=NC2=CC1)OC)C(C(CCN(C)CC1=C(C=C(C=C1)OC)OC)(O)C1=CC(=NC(=C1)OC)OC)C=1SC(=CC1)C 1-(6-bromo-2-methoxyquinolin-3-yl)-4-((2,4-dimethoxybenzyl)(methyl)amino)-2-(2,6-dimethoxypyridin-4-yl)-1-(5-methylthiophene-2-yl)butan-2-ol